NC=1C(=C(C(=O)NC=2OC(=NN2)C)C(=CC1Br)F)C 3-amino-4-bromo-6-fluoro-2-methyl-N-(5-methyl-1,3,4-oxadiazol-2-yl)benzamide